α,α-diphenylacetyl chloride C1(=CC=CC=C1)C(C(=O)Cl)C1=CC=CC=C1